NC1=NN2C(C=C(C=C2)C2=CN=C(C(=N2)C(=O)NCC2=C(C=CC(=C2)OC(F)(F)F)F)OC)=N1 6-(2-amino-[1,2,4]triazolo[1,5-a]pyridin-7-yl)-N-(2-fluoro-5-(trifluoromethoxy)benzyl)-3-methoxypyrazine-2-carboxamide